CC1=C(C=CC(=C1)C)C1C2CCC(C1C)C2 2-(2,4-dimethylphenyl)-3-methylbicyclo[2.2.1]Heptane